ClC1=CC2=C(C=C1)SCC1=C2N=C(S1)NC(=O)C=1C(=NC=NC1OC)OC N-(8-chloro-4H-thiochromeno[4,3-d]thiazol-2-yl)-4,6-dimethoxypyrimidine-5-carboxamide